1'-(tert-butyl) 5'-methyl (2R,5'S)-5,7-difluoro-3-oxo-3,4-dihydrospiro[benzo[b][1,4]oxazine-2,3'-pyrrolidine]-1',5'-dicarboxylate FC1=CC(=CC=2O[C@]3(CN([C@@H](C3)C(=O)OC)C(=O)OC(C)(C)C)C(NC21)=O)F